CC=1N=NSC1CNC1=CC(C1=O)=O 4-(((4-methyl-1,2,3-thiadiazol-5-yl)methyl)amino)cyclobut-3-ene-1,2-dione